[Fe].[Zr].[Hf] hafnium-zirconium-iron